C1(=CC=C(C=C1)C1=CN=C(S1)[C@@H](CC(=O)NO)CC1CCCC1)C1=CC=CC=C1 (R)-3-(5-([1,1'-biphenyl]-4-yl)thiazol-2-yl)-4-cyclopentyl-N-hydroxybutanamide